ClC1=C(C=CC(=C1)NC=1C=2N(C=CN1)C(=CN2)C=2C(=NN(C2)CC(F)F)C(F)(F)F)C(=O)N2CCNCC2 [2-chloro-4-[[3-[1-(2,2-difluoroethyl)-3-(trifluoromethyl)pyrazol-4-yl]imidazo[1,2-a]pyrazin-8-yl]amino]phenyl]-piperazin-1-ylmethanone